(2-(3-(1-(4-Methyl-4H-1,2,4-triazol-3-yl)propan-2-yl)phenyl)-7-(trifluoromethyl)-1H-benzo[d]imidazol-6-yl)(4-methylpiperazin-1-yl)methanone CN1C(=NN=C1)CC(C)C=1C=C(C=CC1)C1=NC2=C(N1)C(=C(C=C2)C(=O)N2CCN(CC2)C)C(F)(F)F